C(C)[C@@]12[C@H]([C@@H]3CC[C@H]4[C@@H]([C@H]3CC1)CC[C@@](CC4)(COC)O)CC[C@@H]2C(CN2N=CC(=C2)C#N)=O 1-(2-((1S,3aS,3bR,5aR,8S,10aS,10bR,12aS)-12a-ethyl-8-hydroxy-8-(methoxymethyl)octadecahydrocyclohepta[a]cyclopenta[f]naphthalen-1-yl)-2-oxoethyl)-1H-pyrazole-4-carbonitrile